methyl (2RS)-methoxy{[1-(2-fluorophenyl)-5-(6-fluoropyridin-3-yl)-1H-pyrazol-3-yl]oxy}acetate CO[C@@H](C(=O)OC)OC1=NN(C(=C1)C=1C=NC(=CC1)F)C1=C(C=CC=C1)F |r|